ClC(C1=NC(=NO1)C1=CC=C(C=C1)P(NC1=C(C=CC=C1Cl)Cl)(=O)C)(F)F P-(4-(5-(chlorodifluoromethyl)-1,2,4-oxadiazol-3-yl)phenyl)-N-(2,6-dichlorophenyl)-P-methylphosphinic amide